O1N=C(C2=C1C=CC=C2)[C@@H](C)S (R)-1-(1,2-benzoxazol-3-yl)ethanethiol